O=S1(C[C@](CC1)(C1=NN=C(N1)C1=NC=NC=C1)NC=1C=C(C(=O)OC(C)(C)C)C=CC1)=O tert-butyl (S)-3-((1,1-dioxido-3-(5-(pyrimidin-4-yl)-4H-1,2,4-triazol-3-yl)tetrahydrothiophen-3-yl)amino)benzoate